NC1=CC2=C(B(OC2=O)O)C=C1 5-amino-1-hydroxybenzo[c][1,2]oxaborole-3(1H)-one